P(=O)([O-])([O-])[O-].C(CCCCCCC)C([NH+](CC(CCCC)CC)CC(CCCC)CC)(CCCCCCCC)CCCCCCCC.C(CCCCCCC)C(CCCCCCCC)(CCCCCCCC)[NH+](CC(CCCC)CC)CC(CCCC)CC.C(CCCCCCC)C(CCCCCCCC)(CCCCCCCC)[NH+](CC(CCCC)CC)CC(CCCC)CC tri-n-octylmethylbis(2-ethylhexyl)ammonium phosphate